BrC=1NC(=C(N1)CO)CC (2-Bromo-5-ethyl-1H-imidazol-4-yl)methanol